2-bromo-2-methyl-N-hexylpropionamide BrC(C(=O)NCCCCCC)(C)C